FC1=CC=C(C=C1)[C@H]1CN(CC1)C(=O)C1=CC=C(C=C1)OC[C@@H](C(C)N1N=CN=N1)O ((S)-3-(4-Fluorophenyl)pyrrolidin-1-yl)(4-((R)-2-hydroxy-3-methyl-(2H-tetrazol-2-yl)propoxy)phenyl)methanon